(S)-6-(2-(3-fluoro-4-((4-(morpholinomethyl)phenyl)ethynyl)phenyl)-3-(3-hydroxyazetidin-1-yl)propyl)-5-hydroxypyrimidin-4(3H)-one FC=1C=C(C=CC1C#CC1=CC=C(C=C1)CN1CCOCC1)[C@H](CC1=C(C(NC=N1)=O)O)CN1CC(C1)O